ON=C(C1=NC=C(C=C1)NC1=NN(C(=C1)C1=NC=C(C=C1)C(F)(F)F)C)N N'-Hydroxy-5-((1-methyl-5-(5-(trifluoromethyl)pyridin-2-yl)-1H-pyrazol-3-yl)amino)picolinimidamide